[Si](C)(C)(C(C)(C)C)O[C@@H]1C[C@H]2N(C=3N(C(N=C(C3)Cl)=O)C2)C1 (7R,8aR)-7-((tert-Butyldimethylsilyl)oxy)-3-chloro-7,8,8a,9-tetrahydropyrrolo[1',2':3,4]imidazo[1,2-c]pyrimidin-1(6H)-one